4-Hydroxymethyl-phenoxyacetic acid OCC1=CC=C(OCC(=O)O)C=C1